2-(3-ethynylbenzoyl)-5,7-dichloro-1,2,3,4-tetrahydroisoquinoline C(#C)C=1C=C(C(=O)N2CC3=CC(=CC(=C3CC2)Cl)Cl)C=CC1